(5S,8S,10aR)-5-((tert-butoxycarbonyl)amino)-3-(cyclopropylsulfonyl)-6-oxodecahydropyrrolo[1,2-a][1,5]diazocine-8-carboxylic acid C(C)(C)(C)OC(=O)N[C@H]1CN(CC[C@@H]2N(C1=O)[C@@H](CC2)C(=O)O)S(=O)(=O)C2CC2